((5S,7aS)-5-(fluoromethyl)-2-methylenetetrahydro-1H-pyrrolizin-7a(5H)-yl)methanol FC[C@H]1N2CC(C[C@@]2(CC1)CO)=C